C(CCCCCCCCCCC)C=C1C(=O)NC(C1)=O n-dodecyl-itaconimide